6-chloro-N4-(2-(methylsulfonyl)phenyl)pyrimidine-2,4-diamine ClC1=CC(=NC(=N1)N)NC1=C(C=CC=C1)S(=O)(=O)C